C(#N)C1=CC=C(OCC2=NN=C(S2)NC(C2=CN=C(C=C2C2=C(C=CC=C2)OC)C)=O)C=C1 N-(5-((4-Cyanophenoxy)methyl)-1,3,4-thiadiazol-2-yl)-4-(2-methoxyphenyl)-6-methylnicotinamide